4-(3-hydroxyazetidinyl)-1-(2-methyl-phenyl)-7-(trifluoromethyl)pyrido[2,3-d]pyrimidin-2(1H)-one OC1CN(C1)C=1C2=C(N(C(N1)=O)C1=C(C=CC=C1)C)N=C(C=C2)C(F)(F)F